Tert-Butyl-dimethylchlorosilane C(C)(C)(C)[Si](Cl)(C)C